N1(CCCC1)C(=O)C=1C=CC(=C(CCNC([O-])=O)C1)B1OC(C(O1)(C)C)(C)C (5-(Pyrrolidine-1-carbonyl)-2-(4,4,5,5-tetramethyl-1,3,2-dioxaborolan-2-yl)phenethyl)carbamate